1-bromo-5-chloro-2-(chlorosulfonyl)-4-methoxybenzene BrC1=C(C=C(C(=C1)Cl)OC)S(=O)(=O)Cl